OC1(CN(CCCC1)C(=O)OCC1=CC=CC=C1)C Benzyl 3-hydroxy-3-methylazepane-1-carboxylate